1-aminomethyl-1-cyclohexanol NCC1(CCCCC1)O